FC1(CN(CC[C@H]1NC1=NN2C(C(=N1)NC)=C(C=C2)C2=NC=1N(C=C2)N=CC1)C)F (R)-N2-(3,3-Difluoro-1-methylpiperidin-4-yl)-N4-methyl-5-(pyrazolo[1,5-a]pyrimidin-5-yl)pyrrolo[2,1-f][1,2,4]triazine-2,4-diamine